4-(3-{[4-(2-azidoethoxy)benzyl]amino}propyl)-N,N-dimethylaniline N(=[N+]=[N-])CCOC1=CC=C(CNCCCC2=CC=C(N(C)C)C=C2)C=C1